NCC1=C(C=CC(=N1)N1C[C@H](N([C@H](C1)C)C(=O)OC(C)(C)C)C)C Tert-butyl (2R,6S)-4-(6-(aminomethyl)-5-methylpyridin-2-yl)-2,6-dimethylpiperazine-1-carboxylate